thieno[3,2-b]pyridine-3-carboxamide trifluoroacetate FC(C(=O)O)(F)F.S1C=C(C2=NC=CC=C21)C(=O)N